5-((7-(2-(dimethylamino)ethoxy)-4-morpholinopyrido[3',2':4,5]furo[3,2-d]pyrimidin-2-yl)amino)-N,N-dimethyl-3-phenyl-1H-pyrazole-1-sulfonamide CN(CCOC=1C=CC2=C(OC3=C2N=C(N=C3N3CCOCC3)NC3=CC(=NN3S(=O)(=O)N(C)C)C3=CC=CC=C3)N1)C